BrCCCCCC(=O)N[C@@H]1CC(CN(C1)C(=O)OC(C)(C)C)(F)F tert-butyl (5R)-5-[(6-bromohexanoyl)amino]-3,3-difluoropiperidine-1-carboxylate